ethylenebis(melamine) C(CNC1=NC(=NC(=N1)N)N)NC1=NC(=NC(=N1)N)N